(±)-4-[3-[[4,5-Dichloro-1-methyl-6-[(3-methyl-2-oxo-oxazolidin-5-yl)methoxy]indole-2-carbonyl]amino]tetrahydrofuran-3-yl]benzoic acid ClC1=C2C=C(N(C2=CC(=C1Cl)OCC1CN(C(O1)=O)C)C)C(=O)NC1(COCC1)C1=CC=C(C(=O)O)C=C1